C(C)(C)C=1NN=C2C=CC(=CC12)C1=NC(=NC=C1)N[C@@H]1C[C@H](CC1)N (1S,3S)-N1-(4-(3-isopropyl-2H-indazol-5-yl)pyrimidin-2-yl)cyclopentane-1,3-diamine